4-(Hydroxymethyl)-2-oxo-benzo[cd]indole-1(2H)-carboxylic acid tert-butyl ester C(C)(C)(C)OC(=O)N1C(C2=C3C(C=CC=C13)=CC(=C2)CO)=O